3,8-diazabicyclo-[3.2.1]octane-8-carboxylic acid tert-butyl ester C(C)(C)(C)OC(=O)N1C2CNCC1CC2